1,4-bis(trifluoromethyl)-2,5-diaminobenzene FC(C1=C(C=C(C(=C1)N)C(F)(F)F)N)(F)F